benzimidazoledicarboxylate N1=C(NC2=C1C=CC=C2C(=O)[O-])C(=O)[O-]